C(C1=CC=CC=C1)N1CCC(CC1)C1=C(C(=C(C(=O)O)C=C1)CO)C 4-(1-benzylpiperidin-4-yl)-2-(hydroxymethyl)-3-methylbenzoic acid